((4'-((2-ethyl-1H-imidazol-1-yl)methyl)-3'-fluoro-5-isobutyl-[1,1'-biphenyl]-2-yl)sulfonyl)carbamic acid butyl ester C(CCC)OC(NS(=O)(=O)C1=C(C=C(C=C1)CC(C)C)C1=CC(=C(C=C1)CN1C(=NC=C1)CC)F)=O